N-(1-methyltetrazol-5-yl)-4-(trifluoromethoxy)benzamide CN1N=NN=C1NC(C1=CC=C(C=C1)OC(F)(F)F)=O